C(C)C(CN1C(=C(C(C=C1)=O)O)O)CCCC N-(2-ethylhexyl)-2,3-dihydroxypyridin-4-one